Dimethylanilinium tetrakis(pentafluorophenyl)borate [B-](C1=C(C(=C(C(=C1F)F)F)F)F)(C2=C(C(=C(C(=C2F)F)F)F)F)(C3=C(C(=C(C(=C3F)F)F)F)F)C4=C(C(=C(C(=C4F)F)F)F)F.C[NH+](C)C1=CC=CC=C1